(2R)-N-{(1R)-1-[1-({3,4-difluoro-2-[(2-fluoro-4-iodophenyl)amino]Phenyl}carbonyl)-3-hydroxyazetidin-3-yl]Ethyl}-3,3,3-trifluoro-2-(methyloxy)-2-phenylpropanamide FC=1C(=C(C=CC1F)C(=O)N1CC(C1)(O)[C@@H](C)NC([C@@](C(F)(F)F)(C1=CC=CC=C1)OC)=O)NC1=C(C=C(C=C1)I)F